C(C1=CC=CC=C1)N1[C@@H](CNC[C@@H](C1)O)CCO (2R,6S)-1-Benzyl-2-(2-hydroxyethyl)-1,4-diazepan-6-ol